CC(CCCOC(=O)C1C2C=CC(C1)C2=O)C 5-(4-methylpentyloxycarbonyl)-7-oxo-bicyclo[2.2.1]Hept-2-ene